C(C)(C)(C)C=1C=C(C=C(C1O)C(C)(C)C)CCC(=O)NCCCCCCN N-[3-(3,5-di-tertiary butyl-4-hydroxyphenyl)propionyl]hexamethylenediamine